3,4-difluoro-benzylamine FC=1C=C(CN)C=CC1F